(S)-3-(2-Thienylthio)-butanoic acid S1C(=CC=C1)S[C@H](CC(=O)O)C